CCC1=C(C(=O)C=NN1C2=CC=C(C=C2)Cl)C(=O)O The molecule is a pyridazinone that is 1-(p-chlorophenyl)pyridazin-4-one which is substituted at positione 5 and 6 by carboxy and ethyl groups, respectively. It is used (particularly as the potassium salt, known as clofencet-potassium) as a chemical hybridisation agent for commercial hybrid seed production. It is not approved for use within the European Union. It has a role as a chemical hybridisation agent. It is a member of monochlorobenzenes, a monocarboxylic acid, a pyridazinone and a biaryl. It is a conjugate acid of a clofencet(1-).